C(=O)(O)C=1C=C(C=CC1O)C=CC1=CC=C(C=C1)C=CC1=CC(=C(C=C1)O)C(=O)O 1,4-Bis(3-carboxy-4-hydroxyphenylethenyl)benzene